perfluoro (propylvinyl) ether C(CC)C=COF